1-(4-(2,6-dioxopiperidin-3-yl)-3,5-difluorophenyl)azetidin-3-yl bicyclo[1.1.1]pentan-1-ylcarbamate C12(CC(C1)C2)NC(OC2CN(C2)C2=CC(=C(C(=C2)F)C2C(NC(CC2)=O)=O)F)=O